CN(C)CC1CCCCCC2CN(CCN2C=2C=3CCN(CC3N=C(O1)N2)C2=CC=CC1=CC=CC=C21)C(C=C)=O 1-{13-[(dimethylamino)methyl]-19-(naphthalene-1-yl)-14-oxa-2,5,16,19,23-pentaazatetracyclo[13.7.1.02,7.017,22]tricosa-1(23),15,17(22)-trien-5-yl}prop-2-en-1-one